2-ethyl-1H-imidazo[4,5-c]quinolin-4-amine C(C)C=1NC2=C(C(=NC=3C=CC=CC23)N)N1